FC1=C(C=CC(=C1)F)[C@@H]1CCC2=NN(C(N21)=O)C21CC(C2)(C1)C#N (S)-3-(5-(2,4-difluorophenyl)-3-oxo-6,7-dihydro-3H-pyrrolo[2,1-c][1,2,4]triazol-2(5H)-yl)bicyclo[1.1.1]pentane-1-carbonitrile